hydroxy-phenyl-propanol OC(CC)(O)C1=CC=CC=C1